2-(1-(3,5-dimethylphenyl)-5-oxopyrrolidin-2-yl)acetonitrile CC=1C=C(C=C(C1)C)N1C(CCC1=O)CC#N